Ethyl (Z)-2-azido-3-[2-(cyclobutoxy)thiazol-5-yl]prop-2-enoate N(=[N+]=[N-])\C(\C(=O)OCC)=C/C1=CN=C(S1)OC1CCC1